5-bromo-1-(4-fluorophenyl)pyridin-2(1H)-one BrC=1C=CC(N(C1)C1=CC=C(C=C1)F)=O